N1C=NC=C1.C1CC2=CC=CC3=CC=CC1=C23 acenaphthene imidazole salt